FC1=C(C=C(C=C1)N1C(=C(C2=CC(=CC=C12)O)CC(=O)O)C(C)C)C 2-[1-(4-fluoro-3-methyl-phenyl)-5-hydroxy-2-isopropyl-indol-3-yl]Acetic acid